P(=O)(OC1=C(C=CC=C1)C)(OC)OC o-tolyl dimethyl phosphate